NC1=NC=C(C2=C1C=NN2)NC(C(N2[C@H](C[C@@H]([C@@H](C2)C)OC)C2=CC=C(C=C2)F)=O)=O N-(4-amino-1H-pyrazolo[4,3-c]pyridin-7-yl)-2-oxo-2-[(2R,4S,5R)-2-(4-fluorophenyl)-4-methoxy-5-methyl-1-piperidyl]acetamide